C(C)C1(CCCCC1)OC(=O)C1C2C=CC(C1)C2=O 5-(1-ethylcyclohexyloxycarbonyl)-7-oxo-bicyclo[2.2.1]Hept-2-ene